C(C)S(=O)(=O)C1=C(N=C(N1C)C=C)C1=NC=2C(=NC=C(C2)C(F)(F)F)N1C 2-[5-(Ethylsulfonyl)-1-methyl-2-vinyl-1H-imidazol-4-yl]-3-methyl-6-(trifluoromethyl)-3H-imidazo[4,5-b]pyridine